5-amino-8-(2,6-dimethyl-4-pyridinyl)-2-[2-[[2-(hydroxymethyl)tetrahydronaphthalen-2-yl]-methyl-amino]ethyl]-7-phenyl-[1,2,4]triazolo[4,3-c]pyrimidin-3-one NC1=NC(=C(C=2N1C(N(N2)CCN(C)C2(CC1=CC=CCC1CC2)CO)=O)C2=CC(=NC(=C2)C)C)C2=CC=CC=C2